3,5-Bis(octadecyloxy)benzyl 4-(4-(2-hydroxyethyl)piperazin-1-yl)butanoate OCCN1CCN(CC1)CCCC(=O)OCC1=CC(=CC(=C1)OCCCCCCCCCCCCCCCCCC)OCCCCCCCCCCCCCCCCCC